2-(benzylsulfanyl)-1-(cyclopropyloxy)-3-methoxybenzene C(C1=CC=CC=C1)SC1=C(C=CC=C1OC)OC1CC1